C1(CC1)C=1N=C(C(=NC1CC)C(=O)N)NC1=CC(=CC(=C1)OC)CCNC(C(C)N(C(C=CCN(C)C)=O)C)=O 5-cyclopropyl-3-((3-(2-(2-(4-(dimethylamino)-N-methylbut-2-enamido)propanamido)ethyl)-5-methoxyphenyl)amino)-6-ethylpyrazine-2-carboxamide